N-(7-chloro-6-(1-(4-fluoro-3-methyltetrahydrofuran-3-yl)piperidin-4-yl)isoquinolin-3-yl)-2-(2-hydroxypropan-2-yl)cyclopropane-1-carboxamide ClC1=C(C=C2C=C(N=CC2=C1)NC(=O)C1C(C1)C(C)(C)O)C1CCN(CC1)C1(COCC1F)C